CO[C@@H]1[C@H]([C@@H]([C@H](C(O1)OC(=O)C2=CC(=C(C(=C2)O)O)O)O)O)O 1-O-galloylglucose